(rac)-2,2'-bis(diphenylphosphino)-1,1-binaphthyl C1(=CC=CC=C1)P(C1=C(C2=CC=CC=C2C=C1)C1=C(C=CC2=CC=CC=C12)P(C1=CC=CC=C1)C1=CC=CC=C1)C1=CC=CC=C1